1-(3,3-difluoroazetidin-1-yl)1-oxopropan-2-ylcarbamate FC1(CN(C1)C(C(C)NC([O-])=O)=O)F